5-chloro-N-(4-chloro-3-ethynyl-2-fluorophenyl)-2-methoxypyridine-3-sulfonamide ClC=1C=C(C(=NC1)OC)S(=O)(=O)NC1=C(C(=C(C=C1)Cl)C#C)F